C1=C(C=CC=2OC3=C(C21)C=CC=C3)[C@@H](C)NC3=CN=C(N(C3=O)CC(=O)O)C(C)C (R)-2-(5-((1-(dibenzo[b,d]furan-2-yl)ethyl)amino)-2-isopropyl-6-oxopyrimidin-1(6H)-yl)acetic acid